OC1=CC(=CC=2OC(OC(C21)=O)(C)C)OC 5-hydroxy-7-methoxy-2,2-dimethyl-4H-benzo[d][1,3]Dioxin-4-one